4-(5-hydroxy-3-methyl-1H-pyrazol-1-yl)benzoic acid OC1=CC(=NN1C1=CC=C(C(=O)O)C=C1)C